OC=1C=C(C=C(C1)O)CCC1=CC=C(C=C1)O 1-(3,5-Dihydroxyphenyl)-2-(4-hydroxyphenyl)ethane